C(CCC)P(CCCCCCCCCCCCCCCC)(CCCC)(CCCC)Br tributyl-cetyl-phosphorus bromide